2-methyl-1-[4-(methylthio)phenyl]-2-morpholinopropanol CC(C(O)C1=CC=C(C=C1)SC)(C)N1CCOCC1